3-(benzylthio)-5-chloropyridine C(C1=CC=CC=C1)SC=1C=NC=C(C1)Cl